FC1=C(CN2C=NN(C2=O)C2=CC(=C(OC3=CC(=NC=C3F)N3CC4(C3)NC(OC4)=O)C=C2)F)C(=CC=C1)F 2-(4-(4-(4-(2,6-difluorobenzyl)-5-oxo-4,5-dihydro-1H-1,2,4-triazol-1-yl)-2-fluorophenoxy)-5-fluoropyridin-2-yl)-7-oxa-2,5-diazaspiro[3.4]octan-6-one